C(C)(C)(C)[C@@H]1CN(CCC1)C1CCN(CC1)C(=O)OC(C)(C)C |r| rac-tert-Butyl 3-tert-butyl[1,4'-bipiperidine]-1'-carboxylate